1-(3-methoxypropoxy)isoquinoline-3-carboxylic acid COCCCOC1=NC(=CC2=CC=CC=C12)C(=O)O